CNC(O[C@@H]1CC[C@H](CC1)C(N(C[C@@H]1CC[C@H](CC1)C1=CC(=C(C=C1)OC)C)C1=CC(=CC=C1)C=1N=C(OC1)C(C)C)=O)=O trans-4-((3-(2-Isopropyloxazol-4-yl)phenyl)((trans-4-(4-methoxy-3-methylphenyl)cyclohexyl)methyl) carbamoyl)cyclohexyl methylcarbamate